tert-butyl (tert-butoxycarbonyl)(7-(6-((3,3-difluoro-4-(4-fluorophenyl)-4-((triethylsilyl)oxy)pentyl)oxy)-3-fluoropyridin-2-yl)-[1,2,4]triazolo[1,5-a]pyridin-2-yl)carbamate C(C)(C)(C)OC(=O)N(C(OC(C)(C)C)=O)C1=NN2C(C=C(C=C2)C2=NC(=CC=C2F)OCCC(C(C)(O[Si](CC)(CC)CC)C2=CC=C(C=C2)F)(F)F)=N1